N-(5-(4-cyanophenyl)thiazolo[5,4-b]pyridin-2-yl)-1,2,6'-trimethyl-6-oxo-1,6-dihydro-[3,4'-bipyridine]-3'-carboxamide C(#N)C1=CC=C(C=C1)C1=CC=C2C(=N1)SC(=N2)NC(=O)C=2C=NC(=CC2C2=C(N(C(C=C2)=O)C)C)C